(methyl-d3)carbamic acid C([2H])([2H])([2H])NC(O)=O